(1-(4-(trifluoromethyl)-1H-imidazol-2-yl)-2-oxabicyclo[2.2.2]octan-4-yl)methyl-4-methylbenzenesulfonate FC(C=1N=C(NC1)C12OCC(CC1)(CC2)COS(=O)(=O)C2=CC=C(C=C2)C)(F)F